(S)-N-(2,5-diaminopentyl)-6-(4-fluorophenyl)-1H-indole-2-carboxamide dihydrochloride Cl.Cl.N[C@H](CNC(=O)C=1NC2=CC(=CC=C2C1)C1=CC=C(C=C1)F)CCCN